5-Indanyl isocyanate C1CCC2=CC(=CC=C12)N=C=O